2,2'-methylene-bis-[6-(2H-benzotriazol-2-yl)-4-(1,1,3,3-tetramethylbutyl)phenol] C(C1=C(C(=CC(=C1)C(CC(C)(C)C)(C)C)N1N=C2C(=N1)C=CC=C2)O)C2=C(C(=CC(=C2)C(CC(C)(C)C)(C)C)N2N=C1C(=N2)C=CC=C1)O